2-(6-(2,5-Dichloropyrimidin-4-yl)-8-fluoro-4-isopropylquinolin-3-yl)propan-2-ol ruthenium-tin [Sn].[Ru].ClC1=NC=C(C(=N1)C=1C=C2C(=C(C=NC2=C(C1)F)C(C)(C)O)C(C)C)Cl